(2R,3R,4R,5R,6S)-2-(acetoxymethyl)-6-((4-hydroxy-6-methyl-2-oxo-2H-chromen-3-yl)thio)tetrahydro-2H-pyran-3,4,5-triyl triacetate C(C)(=O)O[C@@H]1[C@H](O[C@H]([C@@H]([C@@H]1OC(C)=O)OC(C)=O)SC=1C(OC2=CC=C(C=C2C1O)C)=O)COC(C)=O